ClC1=C(C=C(C=C1)F)C1C=2N(CC(N1)=O)C(=NC2NC2=NC=CC1=C(C=C(C=C21)F)Cl)C(=O)NC 8-(2-chloro-5-fluorophenyl)-1-((5-chloro-7-fluoroisoquinolin-1-yl)amino)-N-methyl-6-oxo-5,6,7,8-tetrahydroimidazo[1,5-a]pyrazine-3-carboxamide